C(C)(C)C1=CC(=NN1C1=CC=C(C=C1)OC(F)(F)F)N1CC(C1)O 1-[5-isopropyl-1-[4-(trifluoromethoxy)phenyl]pyrazol-3-yl]azetidin-3-ol